COC1=NC=C(C(=N1)OC)C=1C=C(C=2N(N1)C=CN2)[C@@H]2[C@H](C2)C2=CC(=C(C=C2)F)C(F)(F)F |r| racemic-6-(2,4-dimethoxypyrimidin-5-yl)-8-((1S,2S)-2-(4-fluoro-3-(trifluoromethyl)phenyl)cyclopropyl)imidazo[1,2-b]pyridazine